Cl.N[C@H](C(=O)O)CC1=CC=C(C=C1)C1=CSC2=C1N=CN=C2O[C@@H](C(F)(F)F)C2=C(C=C(C=C2)Cl)C=2CC(OC(C2)(C)C)(C)C (S)-2-amino-3-(4-(4-((R)-1-(4-chloro-2-(2,2,6,6-tetramethyl-3,6-dihydro-2H-pyran-4-yl)phenyl)-2,2,2-trifluoroethoxy)thieno[3,2-d]pyrimidin-7-yl)phenyl)propanoic acid hydrochloride